C[C@]12[C@H]3CC[C@@]4([C@H](CC[C@H]4[C@@H]3CC=C2C[C@H](CC1)OC(CCCCC(=O)O)=O)[C@H](C)CCCC(C)C)C 6-(((3S,8S,9S,10R,13R,14S,17R)-10,13-dimethyl-17-((R)-6-methylheptan-2-yl)-2,3,4,7,8,9,10,11,12,13,14,15,16,17-tetradecahydro-1H-cyclopenta[a]phenanthren-3-yl)oxy)-6-oxohexanoic acid